2-(6-(benzenesulfonyl)-1-(pyrrolidine-3-yl)-1,6-dihydroimidazo[4,5-d]Pyrrolo[2,3-b]Pyridin-2-yl)phenol C1(=CC=CC=C1)S(=O)(=O)N1C=CC=2C1=NC=C1C2N(C(=N1)C1=C(C=CC=C1)O)C1CNCC1